NC1=NC=CC=C1C1=NC=2C(=NC(=CC2)C2=C(C#N)C=CC=N2)N1C1=CC=C(C=C1)CCl 2-(2-(2-Aminopyridin-3-yl)-3-(4-(chloromethyl)phenyl)-3H-imidazo[4,5-b]pyridin-5-yl)nicotinonitrile